CC1=CC(CC1)C 1,3-dimethylcyclopentene